CC1CN(CCC1CNC(=O)C1=NOC(=N1)C1(CC1)C)C(=O)OC(C)(C)C tert-butyl 3-methyl-4-((5-(1-methylcyclopropyl)-1,2,4-oxadiazole-3-carboxamido)methyl)piperidine-1-carboxylate